4-allyloxy-3-((3-((tert-butyl(dimethyl)silyl)oxymethyl)phenoxy)methyl)benzoic acid methyl ester COC(C1=CC(=C(C=C1)OCC=C)COC1=CC(=CC=C1)CO[Si](C)(C)C(C)(C)C)=O